[Se].CC=1SC=NN1 2-methyl-1,3,4-thiadiazole selenium